O=C1C=C2C(=CN1)NCC2 5-oxo-2,3,5,6-tetrahydro-1H-pyrrolo[2,3-c]pyridine